C[Si](O[Si](O[Si](O[Si](O[Si](C1=CC=CC=C1)(C)C)(C1=CC=CC=C1)C1=CC=CC=C1)(C1=CC=CC=C1)C1=CC=CC=C1)(C1=CC=CC=C1)C1=CC=CC=C1)(C1=CC=CC=C1)C 1,1,9,9-Tetramethyl-1,3,3,5,5,7,7,9-octaphenylpentasiloxane